O1COC2=C1C=CC(=C2)NC(CCC2OCCC2)=O N-(benzo[d][1,3]dioxol-5-yl)-3-(tetrahydrofuran-2-yl)propanamide